ClC=1C=C(C=C2C(=C(C=NC12)C#N)NCC(C)(C)C)N[C@@H](C=1C(=NC(=CC1)F)C)C=1N=NN(C1)C(CF)(C)C (S)-8-chloro-6-(((1-(1-fluoro-2-methylpropan-2-yl)-1H-1,2,3-triazol-4-yl)(6-fluoro-2-methylpyridin-3-yl)methyl)amino)-4-(neopentylamino)quinoline-3-carbonitrile